C1(CC1)C=1C(=C2C=NNC2=CC1C)C1=C(C=C2C(=NC(=NC2=C1F)OC[C@]12CCCN2C[C@@H](C1)F)N1C[C@@](CCC1)(O)CF)F (3R)-1-(7-(5-Cyclopropyl-6-methyl-1H-indazol-4-yl)-6,8-difluoro-2-(((2R,7aS)-2-fluorotetrahydro-1H-pyrrolizin-7a(5H)-yl)methoxy)quinazolin-4-yl)-3-(fluoromethyl)piperidin-3-ol